COC=1C=C(C=CC1OC)[C@@H](C)N[C@H](C(=O)O)CCC(C)(C)C (2S)-2-{[(1R)-1-(3,4-dimethoxyphenyl)ethyl]amino}-5,5-dimethylhexanoic acid